C(C)(C)(C)C1=CC=C(C=C1)C=1OC(C(N1)=CC=1OC(=CC1)C1=CC(=CC=C1)C(F)(F)F)=O 2-(4-(tert-butyl)phenyl)-4-((5-(3-(trifluoro-methyl)phenyl)furan-2-yl)methylene)oxazol-5(4H)-one